1-(cyclopropylcarbonyl)piperazine hydrochloride Cl.C1(CC1)C(=O)N1CCNCC1